C(CCCCCCCCCCCCCCCCCCCCC)C1=NC(=NC(=N1)SN)S 6-behenyl-amino-1,3,5-triazine-2,4-dithiol